P(SC(C1=C(C=CC=C1)O)C1=CC(=CC(=C1)C(C)(C)C)C(C)(C)C)(OCC)(OCC)=O S-((3,5-DI-TERT-BUTYLPHENYL)(2-HYDROXYPHENYL)METHYL) O,O-DIETHYL PHOSPHOROTHIOATE